diphenylpyrene-1,6-diamine C1(=CC=CC=C1)C=1C(=C(C=2C=CC3=CC=C(C=4C=CC1C2C43)N)N)C4=CC=CC=C4